CC(=O)O[C@@H]1[C@H](OC([C@@H]1O)O)COP(=O)([O-])OP(=O)([O-])OC[C@@H]2[C@H]([C@H]([C@@H](O2)N3C=NC4=C(N=CN=C43)N)O)O The molecule is a nucleotide-sugar oxoanion arising from deprotonation of the diphosphate OH groups of 3''-O-acetyl-ADP-D-ribose; major species at pH 7.3. It derives from an ADP-D-ribose(2-).